NC=1N=NC(=CC1N1C[C@@H](N(CC1)C(=O)C1=NC=NC=C1)C)C1=C(C=CC=C1)O [(2S)-4-[3-amino-6-(2-hydroxyphenyl)pyridazin-4-yl]-2-methyl-piperazin-1-yl]-pyrimidin-4-yl-methanone